2-amino-4-[6-chloro-8-fluoro-4-piperazin-1-yl-2-[[(2S)-1-propylpyrrolidin-2-yl]methoxy]quinazolin-7-yl]-7-fluoro-benzothiophene-3-carbonitrile NC=1SC2=C(C1C#N)C(=CC=C2F)C2=C(C=C1C(=NC(=NC1=C2F)OC[C@H]2N(CCC2)CCC)N2CCNCC2)Cl